sodium chromite phosphate P(=O)([O-])(O)O.[Cr](=O)(O)O.[Na+]